C(C1=CC=CC=C1)OC1=C(C(=NC(=C1)[C@@H]1O[C@]([C@H]([C@H]1C1=C(C(=C(C=C1)F)F)OC)C)(C(F)(F)F)C)C)C(=C)OCC 4-(benzyloxy)-6-((2R,3S,4S,5R)-3-(3,4-difluoro-2-methoxyphenyl)-4,5-dimethyl-5-(trifluoromethyl)tetrahydrofuran-2-yl)-3-(1-ethoxyvinyl)-2-methylpyridine